(S)-N-(4-(1H-pyrrolo[2,3-b]pyridin-4-yl)phenyl)-2-amino-3-phenylpropanamide N1C=CC=2C1=NC=CC2C2=CC=C(C=C2)NC([C@H](CC2=CC=CC=C2)N)=O